C(#N)\N=C(\C(=O)OCC)/OC(C)C ethyl (Z)-2-(cyanoimino)-2-isopropoxyacetate